3-[(piperazin-1-yl)methyl]pyridine N1(CCNCC1)CC=1C=NC=CC1